α,α,4-trimethyl-dimethylbenzyl alcohol CC(C1=C(C(=C(C=C1)C)C)C)(C)O